methyl 5-[4-[2-(3-hydroxyphenoxy)ethoxy]-1-piperidyl]pyridine-2-carboxylate OC=1C=C(OCCOC2CCN(CC2)C=2C=CC(=NC2)C(=O)OC)C=CC1